((2-amino-3-methylpyridin-4-yl)methoxy)-5-(2,5-dimethyl-1,2,3,4-tetrahydroisoquinolin-7-yl)pyrazin-2-amine NC1=NC=CC(=C1C)COC=1C(=NC=C(N1)C1=CC(=C2CCN(CC2=C1)C)C)N